4-((5-(4-Cyanophenyl)-1-(4-(trifluoromethyl)benzyl)-1H-indol-7-amido)methyl)benzoic acid C(#N)C1=CC=C(C=C1)C=1C=C2C=CN(C2=C(C1)C(=O)NCC1=CC=C(C(=O)O)C=C1)CC1=CC=C(C=C1)C(F)(F)F